1-(2-(3-(5-isopropoxypyridin-2-yl)-1,2,4-thiadiazol-5-ylamino)pyridin-3-yl)pyrrolidin-2-one C(C)(C)OC=1C=CC(=NC1)C1=NSC(=N1)NC1=NC=CC=C1N1C(CCC1)=O